C(C)(C)(C)OC(=O)N1CC(C1)C(C)(C)OC1=C2C=NN(C2=CC(=C1)Br)C1OCCCC1 3-(2-((6-bromo-1-(tetrahydro-2H-pyran-2-yl)-1H-indazol-4-yl)oxy)propan-2-yl)azetidine-1-carboxylic acid tert-butyl ester